cyclopentanol chloride [Cl-].C1(CCCC1)O